CN1C([C@H](COC2=C1C=CC=C2)NC(=O)C2=NC=C1C(=N2)N(N=C1)C1CCOCC1)=O N-[(3S)-5-methyl-4-oxo-2,3-dihydro-1,5-benzoxazepin-3-yl]-1-tetrahydropyran-4-yl-pyrazolo[3,4-d]pyrimidine-6-carboxamide